5-Chloropyridin-3-yl 3-deoxy-3-[4-(3,4,5-trifluorophenyl)-1H-1,2,3-triazol-1-yl]-α-D-galactopyranosyl sulfoxide FC=1C=C(C=C(C1F)F)C=1N=NN(C1)[C@@H]1[C@H]([C@H](O[C@@H]([C@@H]1O)CO)S(=O)C=1C=NC=C(C1)Cl)O